1-((9H-fluoren-9-yl)methyl) 2-(tert-butyl) (2R,4S)-4-(2-(((benzyloxy)carbonyl)amino)ethoxy)pyrrolidine-1,2-dicarboxylate C(C1=CC=CC=C1)OC(=O)NCCO[C@H]1C[C@@H](N(C1)C(=O)OCC1C2=CC=CC=C2C=2C=CC=CC12)C(=O)OC(C)(C)C